C(C)(C)C=1C(=NNC1C=1C=C(C=2N(C1)N=CN2)C)C(=O)NC[C@H]2NCCC2 (S)-4-isopropyl-5-(8-methyl-[1,2,4]triazolo[1,5-a]pyridin-6-yl)-N-(pyrrolidin-2-ylmethyl)-1H-pyrazole-3-carboxamide